Methyl-(1R,3S,5S)-3-methyl-6-picolinoyl-6-azabicyclo[3.1.1]heptane-1-carboxylate CC1([C@@]2(N[C@@H](CC1)C2)C(=O)[O-])C(C2=CC=C(C=N2)C)=O